CC=1N=C2C=NC(=NC2=NC1C)N1C[C@H](OCC1)[C@@H]1COCC1 6,7-dimethyl-2-((2R)-2-((3S)-tetrahydro-3-furanyl)-4-morpholinyl)pteridine